Dimethyl({5H,6H,7H-thieno[3,2-b]pyran-7-yl}methyl)amine hydrochloride Cl.CN(CC1C2=C(OCC1)C=CS2)C